{5'-fluoro-3-iodo-1'-methyl-[4,6'-biindazol]-1-yl}acetic acid FC=1C=C2C=NN(C2=CC1C=1C=2C(=NN(C2C=CC1)CC(=O)O)I)C